N-[(1R,3S)-3-{[6-chloro-2-(trifluoromethyl)quinolin-4-yl]amino}cyclohexyl]-2H,3H-pyrazolo[3,2-b][1,3]oxazole-7-carboxamide ClC=1C=C2C(=CC(=NC2=CC1)C(F)(F)F)N[C@@H]1C[C@@H](CCC1)NC(=O)C=1C=NN2C1OCC2